CC=1C=C(C=C(C1)B1OC(C(O1)(C)C)(C)C)C1CCC(N1)=O 5-(3-methyl-5-(4,4,5,5-tetramethyl-1,3,2-dioxaborolan-2-yl)phenyl)pyrrolidin-2-one